tert-butyl 2-(bicyclo[1.1.1]pentane-1-carbonyl)-2-methylhydrazine-1-carboxylate C12(CC(C1)C2)C(=O)N(NC(=O)OC(C)(C)C)C